C(C)(C)(C)OC(=O)N[C@H](C(=O)OCC#N)CC=1SC=C(N1)C1=NC(=CC=C1)C=1SC=C(N1)C#N cyanomethyl (S)-2-((tert-butoxy carbonyl)amino)-3-(4-(6-(4-cyanothiazol-2-yl)pyridin-2-yl)thiazol-2-yl)propanoate